NC1=NC(=NN1C1=NC=NC2=CC(=C(C=C12)OC)O)NC1=CC(=C(C=C1)N1CCN(CC1)C)F 4-(5-amino-3-(3-fluoro-4-(4-methylpiperazin-1-yl)phenylamino)-1H-1,2,4-triazol-1-yl)-6-methoxyquinazolin-7-ol